CCCN1CCN(CC1)CCC 1,4-bis(3-propyl)piperazine